bis(1-oxyl-2,2,6,6-tetramethylpiperidin-4-yl) isophthalate C(C1=CC(C(=O)OC2CC(N(C(C2)(C)C)O)(C)C)=CC=C1)(=O)OC1CC(N(C(C1)(C)C)O)(C)C